2-hydroxy-4-((4-(piperidin-1-ylmethyl)phenyl)butan-1,3-diyne-1-yl)benzoic acid OC1=C(C(=O)O)C=CC(=C1)C#CC#CC1=CC=C(C=C1)CN1CCCCC1